triethylamine bis(salicylate) borate B(O)(O)O.C(C=1C(O)=CC=CC1)(=O)O.C(C=1C(O)=CC=CC1)(=O)O.C(C)N(CC)CC